5-bromo-N,2-dimethylisoindolin-1-imine BrC=1C=C2CN(C(C2=CC1)=NC)C